COC(=O)C=1C=C2C(N(C(C2=CC1)(CC)CC)OC(=O)OC(C)OC(C)=O)(CC)CC Methyl-2-(((1-acetoxyethoxy)carbonyl)oxy)-1,1,3,3-tetraethylisoindoline-5-carboxylate